C(C)(C)(C)OC(=O)N1[C@H](CCC1)C(N(C)OC)=O (R)-2-(methoxy(methyl)carbamoyl)pyrrolidine-1-carboxylic acid tert-butyl ester